CC1N(C(C2=NC(=CC=C21)N(C(C#CC)=O)C2=C(C=C(C(=C2)C)I)C)=O)C N-(5,6-dimethyl-7-oxo-6,7-dihydro-5H-pyrrolo[3,4-b]pyridin-2-yl)-N-(4-iodo-2,5-dimethylphenyl)but-2-ynamide